CC=1C(=NNC(C1)=O)C1=CC=C(S1)S(=O)(=O)Cl 5-(4-methyl-6-oxo-1,6-dihydropyridazin-3-yl)thiophene-2-sulfonyl chloride